The molecule is a methyl ester resulting from the formal condensation of the carboxy group of ethametsulfuron with methanol. A herbicide used for the control of broad-leaved weeds in oil seed rape and fodder rape. It has a role as a herbicide and an EC 2.2.1.6 (acetolactate synthase) inhibitor. It is a diamino-1,3,5-triazine, a N-sulfonylurea, an aromatic ether, a benzoate ester and a methyl ester. It derives from an ethametsulfuron. CCOC1=NC(=NC(=N1)NC(=O)NS(=O)(=O)C2=CC=CC=C2C(=O)OC)NC